COC1=CC=C(C=C1)C=1C2=C(C(N(C1)C)=O)N(N=C2)COCC[Si](C)(C)C 4-(4-Methoxyphenyl)-6-methyl-1-((2-(trimethylsilyl)ethoxy)methyl)-1,6-dihydro-7H-pyrazolo[3,4-c]pyridin-7-one